OC=1C(=C(C(=C(C1)O)O)O)O.[K] potassium pentahydroxybenzene